C(C=C)(=O)N1C[C@@H]2COC3=C(C(N2CC1)=O)C(=NC(=C3Cl)C3=C(C=CC=C3)F)N3C(C[C@H](C3)N3CC(C3)F)(C)C (R)-8-acryloyl-4-chloro-1-((R)-4-(3-fluoroazetidin-1-yl)-2,2-dimethylpyrrolidin-1-yl)-3-(2-fluorophenyl)-6,6a,7,8,9,10-hexahydro-12H-pyrazino[2,1-c]pyrido[3,4-f][1,4]oxazepin-12-one